6,7-dimethoxy-9-(6-methoxy-2-methylquinolin-4-yl)naphtho[2,3-c]furan-1(3H)-one COC1=CC2=CC3=C(C(OC3)=O)C(=C2C=C1OC)C1=CC(=NC2=CC=C(C=C12)OC)C